FC(OC1=CC=CC=2C(N([C@H]3C=4N([C@@H](C21)C3)C3=C(N4)C=CC(=C3)C#CCCC(C)(C)O)C([2H])([2H])[2H])=O)F (7R,14R)-1-(difluoromethoxy)-11-(5-hydroxy-5-methylhex-1-yn-1-yl)-6-(methyl-d3)-6,7-dihydro-7,14-methanobenzo[f]benzo[4,5]imidazo[1,2-a][1,4]diazocin-5(14H)-one